2-((1-(6-methyl-4-oxo-2-phenyl-4H-chromen-8-yl)ethyl)amino)benzoic acid CC=1C=C2C(C=C(OC2=C(C1)C(C)NC1=C(C(=O)O)C=CC=C1)C1=CC=CC=C1)=O